O=C1N(C(C=C1)=O)CCC(=O)N[C@H](C(=O)N[C@H](C(=O)C1=CC=C(COC(=O)OC(C(=O)[O-])CC(C)C)C=C1)CCCNC(=O)N)C(C)C ((((4-((S)-2-((S)-2-(3-(2,5-dioxo-2,5-dihydro-1H-pyrrol-1-yl) propionamido)-3-methylbutanamido)-5-ureidovaleryl) benzyl) oxy) carbonyl) oxy)-4-methylpentanoate